(S)-6-(propyl((1-(pyridin-3-ylsulfonyl)piperidin-4-yl)methyl)amino)-5,6,7,8-tetrahydronaphthalen-1-ol C(CC)N([C@@H]1CC=2C=CC=C(C2CC1)O)CC1CCN(CC1)S(=O)(=O)C=1C=NC=CC1